2-chloro-4-fluoro-6-iodo-pyridin-3-ol ClC1=NC(=CC(=C1O)F)I